N1(N=NC=C1)C[C@H]1N(C[C@@H](C1)NC1CC1)C(=O)OC(C)(C)C tert-Butyl (2S,4R)-2-((1H-1,2,3-triazol-1-yl)methyl)-4-(cyclopropylamino)pyrrolidine-1-carboxylate